Cl.Cl.BrC1=C2N(N=C1)CC1([C@@H]2N)CCNCC1 (S)-3'-bromo-4'H,6'H-spiro[piperidine-4,5'-pyrrolo[1,2-b]pyrazole]-4'-amine dihydrochloride